3-cyanomethyl-2-(3-cyanophenyl)indazole C(#N)CC=1N(N=C2C=CC=CC12)C1=CC(=CC=C1)C#N